5-((2-cyclopropyl-6-(oxetan-3-yl)-3,4-dihydroquinolin-1(2H)-yl)sulfonyl)-2-((tetrahydro-2H-pyran-4-yl)methoxy)benzyl alcohol C1(CC1)C1N(C2=CC=C(C=C2CC1)C1COC1)S(=O)(=O)C=1C=CC(=C(CO)C1)OCC1CCOCC1